FC(C=1C=CC=2N(N1)C(=CN2)C2=CC(=NC=N2)N2CC(OCC2)CNS(N)(=O)=O)F N-((4-(6-(6-(Difluoromethyl)imidazo[1,2-b]pyridazin-3-yl)pyrimidin-4-yl)morpholin-2-yl)methyl)sulfuric diamide